C(C1=CC=CC=C1)C1N(CCC(C1)COCC(=O)OCC)C(=O)OC1=NC=CC2=C(C=CC=C12)S(=O)(=O)N1C(CNCCC1)C 5-((2-methyl-1,4-diazepan-1-yl)sulfonyl)isoquinolin-1-ol 1-Benzyl-4-((2-ethoxy-2-oxoethoxy)methyl)piperidine-1-carboxylate